C(C)(C)(C)OC(=O)N1CC(CCC1)C=1SC(=C(N1)C1=C(C(=CC=C1)NS(=O)(=O)C1=C(C=CC(=C1)F)F)F)C1=NC(=NC=C1)NC(C)=O 3-{5-(2-Acetylaminopyrimidin-4-yl)-4-[3-(2,5-difluorobenzenesulfonylamino)-2-fluorophenyl]-thiazol-2-yl}-piperidine-1-carboxylic acid tert-butyl ester